5-(5-(Hydroxymethyl)pyridin-3-yl)-N-((tetrahydro-2H-pyran-4-yl)methyl)-1H-indazole-3-carboxamide OCC=1C=C(C=NC1)C=1C=C2C(=NNC2=CC1)C(=O)NCC1CCOCC1